C(#N)C(CC=1NC2=CC(=CC=C2C1)C=1C=CC2=C(N(C(O2)=O)C)C1)NC(=O)[C@H]1OC[C@@H](CCNC1)OC (2S,7R)-N-{1-cyano-2-[6-(3-methyl-2-oxo-1,3-benzoxazol-5-yl)-1H-indol-2-yl]ethyl}-7-methoxy-1,4-oxazocane-2-carboxamide